C(C)(C)N(C(OC1=C(C=C(C=C1)C(C)(C)C)OC(N(C(C)C)C(C)C)=O)=O)C(C)C 4-(tert-butyl)-1,2-phenylene bis(diisopropylcarbamate)